(phenyl)(diphenyltriazinyl)dibenzoselenophene C1(=CC=CC=C1)C1=C(C2=C([Se]C3=C2C=CC=C3)C=C1)C1=NN=NC(=C1C1=CC=CC=C1)C1=CC=CC=C1